C(C)OC1=CN=CC(=N1)C=1C=CC(=NC1)NC(=O)C1(CCN(CC1)S(=O)(=O)CC)C1=NC(=NC=C1)NS(=O)(=O)CC N-(5-(6-ethoxypyrazin-2-yl)pyridin-2-yl)-4-(2-(ethylsulfonylamino)pyrimidin-4-yl)-1-(ethylsulfonyl)piperidine-4-carboxamide